C(C)OC(CC(C=1C=C(C2=C(C=CS2)C1)CO)C1=C(C2=C(N(N=N2)C)C(=C1)OC(F)(F)F)C)=O 3-[1,4-Dimethyl-7-(trifluoromethoxy)-1H-benzotriazol-5-yl]-3-[7-(hydroxymethyl)-1-benzothien-5-yl]propionic acid ethyl ester